3,5-dichlorothiophene-2-sulfonamide ClC1=C(SC(=C1)Cl)S(=O)(=O)N